1,3-diethyl diphosphonate P(=O)(OCC)OP(=O)OCC